C(C)C1=C(C(N)(N)CC)C=CC=C1 Diethyl-Toluenediamine